CC1(N(C[C@@H]1CS(=O)(=O)C)C=1C=CC(=C2C=C(N=CC12)NC1=NC(=NC=C1)N1CCC(CC1)OC)[C@@H]1N(CC1)C(C=C)=O)C 1-((R)-2-(8-((S)-2,2-dimethyl-3-((methylsulfonyl)methyl)azetidin-1-yl)-3-((2-(4-methoxypiperidin-1-yl)pyrimidin-4-yl)amino)isoquinolin-5-yl)azetidin-1-yl)prop-2-en-1-one